ClCC(=C(C(=C(Cl)Cl)Cl)Cl)Cl hexachloro-1,3-pentadiene